C[C@H](C(=O)[O-])O The molecule is an optically active form of lactate having (R)-configuration. It has a role as a Saccharomyces cerevisiae metabolite. It is a conjugate base of a (R)-lactic acid. It is an enantiomer of a (S)-lactate.